CN(C(=O)C1CC2(CN(C2)C(C2=C(C=C(C=C2)F)OCC)=O)C1)C1=C(C=CC=C1)C N-methyl-N-o-tolyl-2-(2-ethoxy-4-fluorobenzoyl)-2-aza-6-spiro[3.3]heptanecarboxamide